(±)-trans-N-[8-chloro-6-[4-(dimethylamino)-3-pyridyl]-3-isoquinolinyl]-2-cyano-cyclopropanecarboxamide ClC=1C=C(C=C2C=C(N=CC12)NC(=O)[C@H]1[C@@H](C1)C#N)C=1C=NC=CC1N(C)C |r|